3-(5-(2,2-difluorovinyl)-2-(4-(trifluoromethoxy)phenoxy)-4-(trifluoromethyl)benzamido)pyridine 1-oxide FC(=CC=1C(=CC(=C(C(=O)NC=2C=[N+](C=CC2)[O-])C1)OC1=CC=C(C=C1)OC(F)(F)F)C(F)(F)F)F